pyrazin-2-yl carbamate C(N)(OC1=NC=CN=C1)=O